2-[(6-bromo-3-oxazol-2-yl-4-quinolinyl)amino]-6-hydroxy-benzoic acid BrC=1C=C2C(=C(C=NC2=CC1)C=1OC=CN1)NC1=C(C(=O)O)C(=CC=C1)O